CN(CCN(C1=CC(=C(C=C1[N+](=O)[O-])NC1=NC=C(C=N1)C(=O)[O-])OC)C)C 2-((4-((2-(dimethylamino)ethyl)(methyl) Amino)-2-methoxy-5-nitrophenyl)amino)pyrimidine-5-carboxylate